fluoropyrrolidine-1-carboxylate FC1N(CCC1)C(=O)[O-]